6-Ethyl-5-(2-(methoxymethyl)quinolin-8-yl)pyridin-2-amine C(C)C1=C(C=CC(=N1)N)C=1C=CC=C2C=CC(=NC12)COC